4-methyl-5-methylene-4-phenyl-1,3-dioxan-2-one CC1(OC(OCC1=C)=O)C1=CC=CC=C1